FC1=C(C=CC=C1)S(=O)(=O)[O-] fluorobenzenesulfonic acid anion